C(C)(C)(C)OC(=O)N[C@H](C(=O)O)C(C)(C)C (S)-2-((tert-butoxycarbonyl)amino)-3,3-dimethyl-butanoic acid